N1=C(C=CC=C1)CN(CC1=NC=CC=C1)CC1=CC=CC=2NC(=NC21)C2=C(C=CC=C2)NS(=O)(=O)C2=CC=C(OCC(=O)O)C=C2 {4-{2-{4-[(bispyridin-2-ylmethylamino)methyl]-1H-benzimidazol-2-yl}phenyl-sulfamoyl}phenoxy}acetic acid